7-(3-chloro-4-formylphenoxy)benzofuran-2-carbonitrile ClC=1C=C(OC2=CC=CC=3C=C(OC32)C#N)C=CC1C=O